C(C)OC=1C=C(C=CC1OCC)C=CC(=O)C1=CC=C(C=C1)N1CCC(CC1)O 3-(3,4-Diethoxyphenyl)-1-[4-(4-hydroxypiperidin-1-yl)phenyl]prop-2-en-1-one